FC1=C2[C@H](CCOC2=CC(=C1)F)OC1=CC(=CC=2NC(=NC21)C)C(=O)N(C)C (S)-4-[(5,7-difluoro-3,4-dihydro-2H-chromene-4-yl)oxy]-N,N,2-trimethyl-1H-benzimidazole-6-carboxamide